N-(4-(2-fluoro-4-(3-(2-(thiophen-2-yl)ethyl)ureido)phenoxy)-7-methoxyquinazolin-6-yl)propanamide FC1=C(OC2=NC=NC3=CC(=C(C=C23)NC(CC)=O)OC)C=CC(=C1)NC(=O)NCCC=1SC=CC1